ethyl 6-amino-1-(4-fluorophenyl)-2-oxo-1,2-dihydropyridine-3-carboxylate NC1=CC=C(C(N1C1=CC=C(C=C1)F)=O)C(=O)OCC